3-((7-(5-methyl-1,2,4-oxadiazol-3-yl)isoquinolin-1-yl)amino)-N-(5-(5-propyl-1,2,4-oxadiazol-3-yl)thiazol-2-yl)propenamide CC1=NC(=NO1)C1=CC=C2C=CN=C(C2=C1)NC=CC(=O)NC=1SC(=CN1)C1=NOC(=N1)CCC